1-methyl-5-(anilino)-1,5-dihydro-4H-pyrazolo[3,4-d]pyrimidin-4-one CN1N=CC2=C1N=CN(C2=O)NC2=CC=CC=C2